8-(2-iodophenyl)-2,3,6,11,12-pentakis(pentyloxy)triphenylene IC1=C(C=CC=C1)C=1C=C(C=C2C=3C=C(C(=CC3C3=C(C(=CC=C3C12)OCCCCC)OCCCCC)OCCCCC)OCCCCC)OCCCCC